(R)-2-{[2-(3-((2-(3-cyanoazetidin-1-yl)-2-oxoethyl)(methyl)amino)pyrrolidin-1-yl)-6-ethylimidazo[2,1-b][1,3,4]thiadiazol-5-yl](methyl)amino}-4-(4-fluorophenyl)thiazole-5-carbonitrile C(#N)C1CN(C1)C(CN([C@H]1CN(CC1)C1=NN2C(S1)=NC(=C2N(C=2SC(=C(N2)C2=CC=C(C=C2)F)C#N)C)CC)C)=O